(S)-1'-(8-((2-amino-3-chloropyridin-4-yl)thio)imidazo[1,2-c]pyrimidin-5-yl)-5,7-dihydrospiro[cyclopenta[b]pyridine-6,4'-piperidin]-5-amine NC1=NC=CC(=C1Cl)SC=1C=2N(C(=NC1)N1CCC3(CC1)[C@@H](C=1C(=NC=CC1)C3)N)C=CN2